OC1=CC=C(C=N1)OC1=CC2=C(C(=N1)C(C)C)N(C(N2C)=O)C 6-((6-hydroxypyridin-3-yl)oxy)-4-isopropyl-1,3-dimethyl-1,3-dihydro-2H-imidazo[4,5-c]pyridin-2-one